FC1=C(C=CC=C1B1OC(C(O1)(C)C)(C)C)C1=CC(=CC=C1)C(=O)[O-] 2'-fluoro-3'-(4,4,5,5-tetramethyl-1,3,2-dioxaborolan-2-yl)-[1,1'-biphenyl]-3-carboxylate